FC1=C(CN2[C@@H](CC(CC2)(C(=O)O)CC2=NC(=CC=C2F)NC2=NNC(=C2)C)CC)C(=CC=C1)F (2R)-1-(2,6-difluorobenzyl)-2-ethyl-4-((3-fluoro-6-((5-methyl-1H-pyrazol-3-yl)amino)pyridin-2-yl)methyl)piperidine-4-carboxylic acid